ClC1=C2C(=NN(C2=CC=C1)S(=O)(=O)C1=CC=C(C=C1)C)N1CC2(CC2)C(C1)(F)F 4-chloro-3-(7,7-difluoro-5-azaspiro[2.4]heptan-5-yl)-1-(p-tolyl-sulfonyl)indazole